5-chloro-3H-imidazo[4,5-b]pyridin ClC1=CC=C2C(=N1)NC=N2